C1=NC=C(C2=CC=CC=C12)N1C(N(CC1C#N)C=1C=NN(C1)C)=O 3-(isoquinolin-4-yl)-1-(1-methyl-1H-pyrazol-4-yl)-2-oxoimidazoline-4-carbonitrile